manganese tellurite [Te](=O)([O-])[O-].[Mn+2]